C1CCC=C2OC3=CC(=CC=C3C=C12)O 2,3-dihydro-1H-xanthen-6-ol